3-((2-((2,3-dihydrobenzo[b][1,4]dioxin-6-yl)amino)-7-fluoroquinazolin-4-yl)amino)propan-1-ol O1C2=C(OCC1)C=C(C=C2)NC2=NC1=CC(=CC=C1C(=N2)NCCCO)F